N,N,N-trimethyl-2-hydroxyethyl-ammonium Tert-butyl-(3R,5S)-4-(3-ethoxy-3-oxopropyl)-3,5-dimethylpiperazine-1-carboxylate tert-butyl-(3S,5R)-3,5-dimethylpiperazine-1-carboxylate C(C)(C)(C)OC(=O)N1C[C@@H](N[C@@H](C1)C)C.C(C)(C)(C)OC(=O)N1C[C@H](N([C@H](C1)C)CCC(=O)OCC)C.C[N+](C)(C)CCO